tert-butyl (4-methoxybenzyl)(5-(pyridazin-4-yl)thiazol-2-yl)carbamate COC1=CC=C(CN(C(OC(C)(C)C)=O)C=2SC(=CN2)C2=CN=NC=C2)C=C1